N1CCC(CC1)[NH-] (piperidin-4-yl)amide